1-pentadecanoyl-2-(11Z,14Z-eicosadienoyl)-glycero-3-phosphocholine CCCCCCCCCCCCCCC(=O)OC[C@H](COP(=O)([O-])OCC[N+](C)(C)C)OC(=O)CCCCCCCCC/C=C\C/C=C\CCCCC